BIS(2-HEXYLDECYL) 6,6'-((2-(METHYL(4-TETRADECANAMIDOBUTYL)AMINO)ETHYL)AZANEDIYL)DIHEXANOATE CN(CCN(CCCCCC(=O)OCC(CCCCCCCC)CCCCCC)CCCCCC(=O)OCC(CCCCCCCC)CCCCCC)CCCCNC(CCCCCCCCCCCCC)=O